[O-2].[O-2].[O-2].[V+5] vanadium trioxide